Tert-butyl-2-chloro-5-ethoxypyrimidine C(C)(C)(C)C1=NC(=NC=C1OCC)Cl